NC1=CC=CC(=N1)S(=O)(=O)NC(=O)C=1C(=NC(=C(C1)C1=CC(CC(C1)(C)C)=O)C(C)(C)C)N1C(CC(C1)C)(C)C N-[(6-Amino-2-pyridyl)sulfonyl]-6-tert-butyl-5-(5,5-dimethyl-3-oxo-cyclohexen-1-yl)-2-(2,2,4-trimethylpyrrolidin-1-yl)pyridin-3-carboxamid